4-Hydroxyl-lauric acid anilide OC(CCC(=O)NC1=CC=CC=C1)CCCCCCCC